C(#C)C=1C=NC(=NC1)[C@H]1[C@@H](CC1)C=1NC(C2=C(N1)N(N=C2C#N)[C@@H](C)C=2C=NC(=CC2)C(F)(F)F)=O 6-((1R,2R)-2-(5-ethynylpyrimidin-2-yl)cyclobutyl)-4-oxo-1-((S)-1-(6-(trifluoromethyl)pyridin-3-yl)ethyl)-4,5-dihydro-1H-pyrazolo[3,4-d]pyrimidine-3-carbonitrile